(S)-6-(3-(4-chlorothiazol-2-yl)-1,2,4-oxadiazol-5-yl)-2,2-dimethyl-3,4-dihydro-2H-pyran ClC=1N=C(SC1)C1=NOC(=N1)C1=CCCC(O1)(C)C